2-(6-(cyclobutyl-(2,2,6,6-tetramethyl-piperidin-4-yl)amino)-pyridazin-3-yl)-5-(1H-pyrazol-4-yl)phenol C1(CCC1)N(C1=CC=C(N=N1)C1=C(C=C(C=C1)C=1C=NNC1)O)C1CC(NC(C1)(C)C)(C)C